C(C)NCC[C@H]1[C@@H]([C@H](CC=2NC3=CC=CC=C3C12)C1=CC=C(C=C1)C)N (2R,3R,4R)-4-[2-(Ethylamino)ethyl]-2-(4-methylphenyl)-2,3,4,9-tetrahydro-1H-carbazol-3-amine